2,6-Di-methoxybenzoylfluorid COC1=C(C(=O)F)C(=CC=C1)OC